BrC=1C=C(C=C(C1O)Br)C(=O)C1=C(OC2=C1C=CC(=C2)CC)CC (3,5-dibromo-4-hydroxyphenyl)(2,6-diethylbenzofuran-3-yl)methanone